FC(CN1C=NC(=C1C=1C=CC=2N(C1)C(=CN2)CO)C2=CC=C(C=C2)F)F (6-(1-(2,2-difluoroethyl)-4-(4-fluoro-phenyl)-1H-imidazol-5-yl)imidazo[1,2-a]pyridin-3-yl)methanol